NC=1NC(C(=C(N1)N)CC(=O)NC=1C=C(C(=NC1)C(=O)O)F)=O 5-[2-(2,4-diamino-6-oxo-1,6-dihydropyrimidin-5-yl)acetamido]-3-fluoropyridine-2-carboxylic acid